4-(3-chloropyridin-4-yl)-4-cyanopiperidine-1-carboxylic acid tert-butyl ester C(C)(C)(C)OC(=O)N1CCC(CC1)(C#N)C1=C(C=NC=C1)Cl